C(C)(=O)NC1=C(C2=C(S1)C(=C(C=C2)Cl)O)C(=O)OCC ethyl 2-acetamido-6-chloro-7-hydroxybenzo[b]thiophene-3-carboxylate